C1(C=CC2=CC=CC=C12)[Zr](CC1=CC=CC=C1)(CC1=CC=CC=C1)CC1=CC=CC=C1 (indenyl)tribenzyl-zirconium